3,3-difluorocyclobutane-formaldehyde FC1(CC(C1)C=O)F